2-(benzo[b]thiophen-3-yl)ethanol S1C2=C(C(=C1)CCO)C=CC=C2